C(C)(C)C1=CC(=NC2=CC=CC=C12)CCCC#N 4-(4-isopropylquinolin-2-yl)butyronitrile